7-(3-(1-(((1S,3S) or (1R,3R)-3-fluorocyclopentyl)methyl)-1H-pyrazol-4-yl)-6-methylpyridin-2-yl)quinoline F[C@@H]1C[C@H](CC1)CN1N=CC(=C1)C=1C(=NC(=CC1)C)C1=CC=C2C=CC=NC2=C1 |o1:1,3|